3-(1-(2-(3,6-diazabicyclo[3.1.1]heptan-3-yl)-7-(thiazol-2-yl)benzo[d]oxazol-4-yl)-2,2,2-trifluoroethoxy)-2,3-dimethylbutan-2-ol C12CN(CC(N1)C2)C=2OC1=C(N2)C(=CC=C1C=1SC=CN1)C(C(F)(F)F)OC(C(C)(O)C)(C)C